C(C)(C)(C)OC(C(C)(C)OCCN1N(C[C@H]2[C@@H]1C(CN2C(=O)OC(C)(C)C)(F)F)C)=O (cis)-tert-Butyl 1-(2-((1-(tert-butoxy)-2-methyl-1-oxopropan-2-yl) oxy) ethyl)-6,6-difluoro-2-methylhexahydropyrrolo[3,2-c]pyrazole-4(2H)-carboxylate